(S)-4-((2-amino-4-((1-hydroxypentan-2-yl)amino)-6-methylpyrimidin-5-yl)methyl)-3-methoxybenzaldehyde NC1=NC(=C(C(=N1)N[C@H](CO)CCC)CC1=C(C=C(C=O)C=C1)OC)C